NC(/C=C/C(=O)N1CC2=C([C@@H](C1)C1=C(C=CC=C1)C=1C(=NN(C1)CC)C(F)(F)F)C=C(S2)C#N)CC2=CC=CC=C2 (4S)-6-((E)-4-amino-5-phenylpent-2-enoyl)-4-(2-(1-ethyl-3-(trifluoromethyl)-1H-pyrazol-4-yl)phenyl)-4,5,6,7-tetrahydrothieno[2,3-c]pyridine-2-carbonitrile